1-[2-[6-(2-morpholin-4-ylethoxy)pyrazolo[1,5-a]pyridin-3-yl]-4-[1-(2,2,2-trifluoroethyl)pyrazol-4-yl]-1,3-thiazol-5-yl]ethanol N1(CCOCC1)CCOC=1C=CC=2N(C1)N=CC2C=2SC(=C(N2)C=2C=NN(C2)CC(F)(F)F)C(C)O